OC[C@@H](C)NC1=NC(=CC(=C1)C=1C=C(C=CC1C)NC(=O)N1C[C@@H](CC1)OC(F)(F)F)N1CCOCC1 (R)-N-(3-(2-(((R)-1-hydroxypropan-2-yl)amino)-6-morpholinylpyridin-4-yl)-4-methylphenyl)-3-(trifluoromethoxy)pyrrolidine-1-carboxamide